2-[6-(4-fluoro-2-mesyl-benzyl)-2-azaspiro[3.3]heptane-2-carbonyl]-8-oxa-2,5-diazaspiro[3.5]nonan-6-one FC1=CC(=C(CC2CC3(CN(C3)C(=O)N3CC4(C3)NC(COC4)=O)C2)C=C1)S(=O)(=O)C